BrC1=CC=CC=2C=3N(C(COC21)CO[Si](C2=CC=CC=C2)(C2=CC=CC=C2)C(C)(C)C)C=NN3 8-bromo-5-(((tert-butyldiphenylsilyl)oxy)methyl)-5,6-dihydrobenzo[f][1,2,4]triazolo[4,3-d][1,4]oxazepine